FC(C(=O)O)(F)F.C(C1=CC=CC=C1)[C@H]1C[C@@H](NC1)C(=O)N[C@H](C(=O)NCC=1C=CC=2N(C1)C=CN2)C (2R,4S)-4-benzyl-N-((S)-1-((imidazo[1,2-a]pyridin-6-ylmethyl)amino)-1-oxoprop-2-yl)pyrrolidine-2-carboxamide trifluoroacetate